dichloromethyl-bisEthylamine ClC(Cl)N(CC)CC